N-chloro-p-xylylenediamine ClNCC1=CC=C(C=C1)CN